C(C)NC(O)=O.FC(C(=O)O)(C(C(C(C(C(C(F)(F)F)(F)F)(F)F)(F)F)(F)F)(F)F)F perfluorocaprylic acid ethyl-carbamate